2-(3-(4-(4-(trifluoromethyl)pyrimidin-2-yl)piperazine-1-carbonyl)benzyl)-2H-indazole-7-carboxamide FC(C1=NC(=NC=C1)N1CCN(CC1)C(=O)C=1C=C(CN2N=C3C(=CC=CC3=C2)C(=O)N)C=CC1)(F)F